5-fluoro-1-(3-methoxypropyl)-1H-indole FC=1C=C2C=CN(C2=CC1)CCCOC